NC=1SSC(N1)=S 3-amino-1,2,4-dithiazol-5-thione